COC=1C=CC2=C(C(=NO2)C(C)S(=O)(=O)N)C1 1-(5-methoxy-1,2-benzoxazol-3-yl)ethane-1-sulphonamide